N=1C=CN2C1N=CC(=C2)C=2C=CN1N=C(N=C(C12)OC)NC1CC(C1)(C(=O)NC)C (1s,3s)-3-((5-(imidazo[1,2-a]pyrimidin-6-yl)-4-methoxypyrrolo[2,1-f][1,2,4]triazin-2-yl)amino)-N,1-dimethylcyclobutane-1-carboxamide